C(C)(C)(C)NC/C=C/C(=O)NC1=C(C=C(C=C1)C(=O)C1=CC=C2C(=CC=CN12)C1=C(C2=C(N(C=N2)C)C=C1C)Cl)C#N (E)-4-(tert-butylamino)-N-(4-(8-(4-chloro-1,6-dimethyl-1H-benzo[d]imidazol-5-yl)indolizine-3-carbonyl)-2-cyanophenyl)but-2-enamide